CC1C2=CC=CC=C2OC2=CC(CC=C12)=O 9-methyl-9H-xanthen-3-one